C(#N)C1=C(C=CC=C1)[C@@H]([C@H](C)C=1N(C(C(=C(N1)C(=O)NC=1C=NOC1)O)=O)C)C1=NC=C(N=C1C)C 2-((1R,2S)-1-(2-cyanophenyl)-1-(3,5-dimethylpyrazin-2-yl)propan-2-yl)-5-hydroxy-N-(isoxazol-4-yl)-1-methyl-6-oxo-1,6-dihydropyrimidine-4-carboxamide